C1(CC1)C(CNC(=O)C=1C=C2C=C(C=NC2=C(C1)OC1CC1)C)(O)C1=NC(=C(C(=C1)C(C)(C)O)F)C1=CC=C(C=C1)F (-)-N-{2-cyclopropyl-2-[5-fluoro-6-(4-fluorophenyl)-4-(2-hydroxypropan-2-yl)pyridin-2-yl]-2-hydroxyEthyl}-8-(cyclopropyloxy)-3-methylquinoline-6-carboxamide